5-methyl-1-(2-oxa-tricyclo[3.3.1.13,7]dec-1-ylmethyl)-1H-pyrrole-2-carbonitrile CC1=CC=C(N1CC12OC3CC(CC(C1)C3)C2)C#N